1-(carboxy(phenyl)methyl)-1H-imidazole-2-carboxylic acid C(=O)(O)C(N1C(=NC=C1)C(=O)O)C1=CC=CC=C1